N-ethyl-3-(2,6-dichloro-4-trifluoromethylphenoxy)-5-methyl-1H-pyrazole-1-carboxamide C(C)NC(=O)N1N=C(C=C1C)OC1=C(C=C(C=C1Cl)C(F)(F)F)Cl